4-(6-(6-chloro-5-((2,4-difluorophenyl)sulfonamido)pyridin-3-yl)quinazolin-4-yl)piperazine-1-carboxylic acid ClC1=C(C=C(C=N1)C=1C=C2C(=NC=NC2=CC1)N1CCN(CC1)C(=O)O)NS(=O)(=O)C1=C(C=C(C=C1)F)F